7-bromo-4,6-dichloro-8-fluoroquinoline BrC1=C(C=C2C(=CC=NC2=C1F)Cl)Cl